(R)-3-(2,6-difluoro-4-((2R,3S)-2-methyl-3-((5-(3-(trifluoromethyl)bicyclo[1.1.1]pentan-1-yl)-1,3,4-oxadiazol-2-yl)amino)azetidin-1-yl)phenyl)piperidine FC1=C(C(=CC(=C1)N1[C@@H]([C@H](C1)NC=1OC(=NN1)C12CC(C1)(C2)C(F)(F)F)C)F)[C@@H]2CNCCC2